ClC=1C=C(N=NC1)C(=O)OC Methyl 5-chloro-3-pyridazinecarboxylate